C(C)OC(CC=1N=CSC1)=O.N1=C(C=CC=C1)CCSCCC[Si](OC)(OC)OC 3-(2-Pyridylethyl)thiopropyltrimethoxysilane Ethyl-2-(thiazol-4-yl)acetate